OCC(CO)(CO)CCC 2-hydroxymethyl-2-propyl-1,3-propanediol